OC(C(=O)C1=CC=CC=C1)(C)C α-hydroxydimethyl-acetophenone